OCCN(C1=CC(=CC=C1)N)CCO N,N-bis(hydroxyethyl)-m-phenylenediamine